methylsulfonyl methanesulfonate CS(=O)(=O)OS(=O)(=O)C